3-(4-fluoro-1H-indazol-5-yl)-6-[4-fluoro-3-(2,2,2-trifluoro-ethyl)-phenyl]-2-trifluoromethyl-imidazo[1,2-a]pyrazine FC1=C2C=NNC2=CC=C1C1=C(N=C2N1C=C(N=C2)C2=CC(=C(C=C2)F)CC(F)(F)F)C(F)(F)F